ClC1=C(CO[C@@H]2CC[C@H](CC2)C(=O)NCC2=C(C(=C(C=C2)C(F)(F)F)C=2NC(C=C(N2)C(F)(F)F)=O)F)C=CC=C1 trans-4-[(2-chlorobenzyl)oxy]-N-{2-fluoro-3-[6-oxo-4-(trifluoromethyl)-1,6-dihydropyrimidin-2-yl]-4-(Trifluoromethyl)benzyl}cyclohexane-1-carboxamide